C(C=C)N1C(C(=C(C2=CC(=CN=C12)C1=CC=C(C=C1)F)O)C(=O)NC1CCC(CC1)C)=O 1-allyl-6-(4-fluorophenyl)-4-hydroxy-N-(4-methylcyclohexyl)-2-oxo-1,8-naphthyridine-3-carboxamide